methyl (6-methoxy-8-(4-(trifluoromethyl)piperidin-1-yl)quinoline-3-carbonyl)-L-alaninate COC=1C=C2C=C(C=NC2=C(C1)N1CCC(CC1)C(F)(F)F)C(=O)N[C@@H](C)C(=O)OC